ClC1=C(C=C2C=C(N=CC2=C1)NC(=O)[C@H]1CC(OCC1)(C)C)[C@@H]1CC[C@@H](CC1)N1C[C@H](CC1)F (4R)-N-(7-chloro-6-(cis-4-((S)-3-fluoropyrrolidin-1-yl)cyclohexyl)isoquinolin-3-yl)-2,2-dimethyltetrahydro-2H-pyran-4-carboxamide